[Si](C)(C)(C(C)(C)C)OCCCCN 4-[tert-butyl(dimethyl)silyl]oxybutan-1-amine